C(C)(=O)N1CCN(CC1)C=1C(C=2C(=NC(=CN2)C)N(C1CC)CC(=O)NC1=C(C=C(C=C1)C(F)(F)F)Cl)=O 2-(7-(4-acetylpiperazin-1-yl)-6-ethyl-3-methyl-8-oxopyrido[2,3-b]pyrazin-5(8H)-yl)-N-(2-chloro-4-(trifluoromethyl)phenyl)acetamide